(P)-1-(6-((7R)-7-(1,4-dimethyl-1H-pyrazol-5-yl)-3-methyl-4-(6-methyl-1H-indazol-7-yl)-5,6,7,8-tetrahydro-2-quinolinyl)-2,6-diazaspiro[3.4]octan-2-yl)-2-propen-1-one CN1N=CC(=C1[C@@H]1CCC=2C(=C(C(=NC2C1)N1CC2(CN(C2)C(C=C)=O)CC1)C)C=1C(=CC=C2C=NNC12)C)C